C(#N)[C@H](C[C@H]1C(NCC1)=O)NC(=O)[C@H]1N([C@@H]2CC([C@H]1CC2)(F)F)C(=O)C=2C=CC=C1C=C(NC21)C (1S,3S,4S)-N-((S)-1-cyano-2-((S)-2-oxopyrrolidin-3-yl)ethyl)-5,5-difluoro-2-(2-methyl-1H-indole-7-carbonyl)-2-azabicyclo[2.2.2]octane-3-carboxamide